C(C)(C)(C)OC(N[C@H](C(=O)NCC1=CC=NC=C1)CO)=O N-[(1S)-1-(hydroxymethyl)-2-(isonicotinylamino)-2-oxo-ethyl]carbamic acid tert-butyl ester